C(#C)C1=C(C=C(C2=C1C(N=C(S2)N2CCC1(OC[C@@H](O1)C)CC2)=O)[N+](=O)[O-])C(F)(F)F (S)-5-ethynyl-2-(2-methyl-1,4-dioxa-8-azaspiro[4.5]decan-8-yl)-8-nitro-6-(trifluoromethyl)-4H-1,3-benzothiazin-4-one